C(C)(C)(C)OC(=O)N1[C@@H]([C@H](CCC1)O[Si](C)(C)C(C)(C)C)CCCBr (2R,3S)-2-(3-bromopropyl)-3-((tert-butyldimethylsilyl)oxy)piperidine-1-carboxylic acid tert-butyl ester